dimethyl-(vinyl)phosphine oxide CP(C=C)(C)=O